8-Cyclopentyl-N-(3-fluoro-5-(1-(pyridin-3-yl)-1H-pyrazol-4-yl)benzyl)-7H-purine-6-carboxamide C1(CCCC1)C1=NC2=NC=NC(=C2N1)C(=O)NCC1=CC(=CC(=C1)C=1C=NN(C1)C=1C=NC=CC1)F